N-(2-(2-(2-((4-Fluorobenzyl)amino)-2-oxoacetyl)pyrrolidin-1-yl)-2-oxoethyl)quinoline-4-carboxamide FC1=CC=C(CNC(C(=O)C2N(CCC2)C(CNC(=O)C2=CC=NC3=CC=CC=C23)=O)=O)C=C1